FC=1C(=NC=C(C1)F)C1(CCC1)O 1-(3,5-difluoropyridin-2-yl)cyclobutane-1-ol